NC=1C=C(C=C2C=C(N=CC12)NC1=NN2CC(N(CCC2=C1)C)=O)N1C(OCC1C)=O 3-(8-amino-3-((6-methyl-7-oxo-5,6,7,8-tetrahydro-4H-pyrazolo[1,5-d][1,4]diazepin-2-yl)amino)isoquinolin-6-yl)-4-methyloxazolidin-2-one